(E)-3-(6-aminopyridin-3-yl)-N-((4-(5-(4,4-difluoropiperidine-1-carbonyl)pyridin-2-yl)-6-(trifluoromethyl)benzofuran-2-yl)methyl)acrylamide NC1=CC=C(C=N1)/C=C/C(=O)NCC=1OC2=C(C1)C(=CC(=C2)C(F)(F)F)C2=NC=C(C=C2)C(=O)N2CCC(CC2)(F)F